3-[2-[3-[[(2S,3S)-1-tert-butoxycarbonyl-3-[(1-fluorocyclopropyl)sulfonyl-amino]-2-piperidyl]methyl]-2-fluoro-phenyl]-4,6-difluoro-phenoxy]propanoic acid C(C)(C)(C)OC(=O)N1[C@H]([C@H](CCC1)NS(=O)(=O)C1(CC1)F)CC=1C(=C(C=CC1)C1=C(OCCC(=O)O)C(=CC(=C1)F)F)F